(3r,4r)-4-(hydroxymethyl)pyrrolidin-3-ol indium phosphorus antimony [Sb].[P].[In].OC[C@@H]1[C@H](CNC1)O